CC(C)(C)OC(=O)N1C2CNC(C1)CC2 2-methylpropan-2-yl-2,5-diazabicyclo[2.2.2]octane-2-carboxylate